CC=1NC(=C(C(C1C(=O)OC)C1=CC(=C2C=CC=CC=C12)C(=O)OC)C(=O)OCC)C 2,6-dimethyl-4-(3-methoxycarbonyl-1-azulenyl)-3-methoxycarbonyl-5-ethoxycarbonyl-1,4-dihydropyridine